C(#N)C1=CC=C(C=C1)NC1=NC=C(C(=N1)NCCC)C#CCCCNC(C(C)N(C(\C=C\CN(C)C)=O)C)=O (E)-N-(1-((5-(2-((4-cyanophenyl)amino)-4-(propylamino)pyrimidin-5-yl)pent-4-yn-1-yl)amino)-1-oxopropan-2-yl)-4-(dimethylamino)-N-methylbut-2-enamide